β-iodo-α-phenylpropionic acid ICC(C(=O)O)C1=CC=CC=C1